Cl.COC[C@H]1C[C@@H](CN1)N1N=C(C=2C1=NC=NC2N)C#CC=2C=CC1=C(N(C=N1)C)C2 1-((3S,5R)-5-(methoxymethyl)pyrrolidin-3-yl)-3-((1-methyl-1H-benzo[d]imidazol-6-yl)ethynyl)-1H-pyrazolo[3,4-d]pyrimidin-4-amine hydrochloride